1-(3-(5-hydroxy-6-oxo-1,6-dihydropyrimidin-4-yl)-2-(4-((4-(morpholinomethyl) phenyl) ethynyl) phenyl) propyl) azetidin-3-ylacetate N1CC(C1)CC(=O)OCC(CC=1N=CNC(C1O)=O)C1=CC=C(C=C1)C#CC1=CC=C(C=C1)CN1CCOCC1